NC1(CCN(CC1)C(=O)OC(C)(C)C)CNC1=NC=NC(=C1F)N(CC1=CC=C(C=C1)C(F)(F)F)C1CC1 tert-Butyl 4-amino-4-(((6-(cyclopropyl(4-(trifluoromethyl)benzyl)amino)-5-fluoropyrimidin-4-yl)amino)methyl)piperidine-1-carboxylate